3-(2-(ethyl-(2-(4-((6-Hydroxy-2-(4-(methylsulfonyl)phenyl)naphthalen-1-yl)oxy)phenoxy)ethyl)amino)ethoxy)benzoic acid methyl ester COC(C1=CC(=CC=C1)OCCN(CCOC1=CC=C(C=C1)OC1=C(C=CC2=CC(=CC=C12)O)C1=CC=C(C=C1)S(=O)(=O)C)CC)=O